3-methyl-2-(tetrahydro-2H-pyran-4-yl)-1H-indole-5-carbonitrile CC1=C(NC2=CC=C(C=C12)C#N)C1CCOCC1